NC1=CC(=C(C=C1OC)N1CCC(CC1)N1CCN(CC1)CCNC1=C2CN(C(C2=CC=C1)=O)C1C(NC(CC1)=O)=O)CC 3-[4-[2-[4-[1-(4-amino-2-ethyl-5-methoxy-phenyl)-4-piperidyl]piperazin-1-yl]ethylamino]-1-oxo-isoindolin-2-yl]piperidine-2,6-dione